(E)-1-(3-(2-(6-methoxy-3-pyridinyl)-4-morpholino-6-thieno[3,2-d]pyrimidinyl)acryloyl)pyrrolidine-2-carboxamide COC1=CC=C(C=N1)C=1N=C(C2=C(N1)C=C(S2)/C=C/C(=O)N2C(CCC2)C(=O)N)N2CCOCC2